ClC1=CC=C(CN2CC(CCC2)C2=CC=NC=3N2N=C(C3CN(C)C)C)C=C1 1-(7-(1-(4-chlorobenzyl)piperidin-3-yl)-2-methylpyrazolo[1,5-a]pyrimidin-3-yl)-N,N-dimethylmethanamine